(E)-Methyl 3-cyclopropylacrylate C1(CC1)/C=C/C(=O)OC